tert-butyl (S)-2-(6-bromoisochroman-8-yl)pyrrolidine-1-carboxylate BrC=1C=C2CCOCC2=C(C1)[C@H]1N(CCC1)C(=O)OC(C)(C)C